NC1=NC=2C=C(C(=CC2C2=C1COC2)C(=O)N([C@@H]2COC1=C2C=CC(=C1)C(F)(F)F)C=1C=NN(C1)C)F (S)-4-amino-7-fluoro-N-(1-methyl-1H-pyrazol-4-yl)-N-(6-(trifluoromethyl)-2,3-dihydrobenzofuran-3-yl)-1,3-dihydrofuro[3,4-c]quinolin-8-carboxamide